tert-butyl 4-(1-(1-(3-(2,6-bis(benzyloxy)pyridin-3-yl)-1-methyl-1H-indazol-6-yl)piperidin-4-yl)ethyl)piperazine-1-carboxylate C(C1=CC=CC=C1)OC1=NC(=CC=C1C1=NN(C2=CC(=CC=C12)N1CCC(CC1)C(C)N1CCN(CC1)C(=O)OC(C)(C)C)C)OCC1=CC=CC=C1